3-(5-Ethyl-1,3-thiazol-2-yl)-5-[(2S)-morpholin-2-ylmethoxy]-N-{(1R)-1-[2-(trifluoromethyl)pyrimidin-5-yl]ethyl}benzamide C(C)C1=CN=C(S1)C=1C=C(C(=O)N[C@H](C)C=2C=NC(=NC2)C(F)(F)F)C=C(C1)OC[C@@H]1CNCCO1